1-[trans-(7RS,9RS)-9-(1H-benzimidazol-2-ylamino)-3-cyclopropyl-5-(2-methylpropylsulfamoyl)-8,9-dihydro-7H-cyclopenta[h]isoquinolin-yl]-3-[rac-(1S)-1-(3-methoxyphenyl)ethyl]urea N1C(=NC2=C1C=CC=C2)N[C@@H]2CCC1=CC(=C3C=C(N=C(C3=C12)NC(=O)N[C@@H](C)C1=CC(=CC=C1)OC)C1CC1)S(NCC(C)C)(=O)=O |r|